BrC1=C(C=C(OC[C@H](CC2CCNCC2)C)C=C1)C (S)-4-(3-(4-bromo-3-methylphenoxy)-2-methylpropyl)piperidine